FC(C(C(N)(N)F)(F)F)(F)F hexafluoropropanediamine